N[C@H](C(=O)N[C@H](C(=O)NC)[C@H](CC)C)CC=1C=NC(=CC1)N (2S,3S)-2-((S)-2-amino-3-(6-aminopyridin-3-yl)propanamido)-N,3-dimethyl-pentanamide